4-trimethylsilylcyclopentane C[Si](C1CCCC1)(C)C